FC(C(=O)N1CCOC2(C1)C=C(C(C(C2)(C)C)=O)C#N)(C2=NC=CC=C2)F 4-[difluoro(pyridin-2-yl)acetyl]-10,10-dimethyl-9-oxo-1-oxa-4-azaspiro[5.5]undec-7-ene-8-carbonitrile